BrCCCCCCCC(=O)OCCCCCCCCCCC#C dodeca-11-yn-1-yl 8-bromooctanoate